methyl (S)-2-amino-3-cyclopropylpropanoate hydrochloride Cl.N[C@H](C(=O)OC)CC1CC1